2-METHYL-2-(PROP-2-EN-1-YLAMINO)PROPANOIC ACID CC(C(=O)O)(C)NCC=C